N-(2-bromo-3-fluoro-4-pyridyl)-N-(2,2-difluoroethyl)-5-fluoro-2-hydrazino-quinazolin-4-amine BrC1=NC=CC(=C1F)N(C1=NC(=NC2=CC=CC(=C12)F)NN)CC(F)F